2,6-dibromo-isonicotinic acid BrC=1C=C(C(=O)O)C=C(N1)Br